6-[(2R)-2-amino-3-(methylsulfanyl)propyl]-N-[(furan-2-yl)methyl]-7-methylthieno[3,2-c]pyridazin-4-amine N[C@H](CC1=C(C=2N=NC=C(C2S1)NCC=1OC=CC1)C)CSC